1-[4-(phenylthio)phenyl]-3-cyclopentylpropane-1,2-dione-2-(O-benzoyloxime) C(C1=CC=CC=C1)(=O)ON=C(C(=O)C1=CC=C(C=C1)SC1=CC=CC=C1)CC1CCCC1